O\N=C(/N)\C1=CC=C2C(=N1)N(N=C2C2=NC(=NC=C2C(F)(F)F)N[C@H]2CC[C@@H](N(C2)C(=O)OCC2=CC=CC=C2)C)C2OCCCC2 benzyl (2S,5S)-5-[[4-[6-[(Z)-N'-hydroxycarbamimidoyl]-1-tetrahydropyran-2-yl-pyrazolo[3,4-b]pyridin-3-yl]-5-(trifluoromethyl)pyrimidin-2-yl]amino]-2-methyl-piperidine-1-carboxylate